FC(C(O)C=1C=C(C=NC1)NC(OC(C)(C)C)=O)(F)F tert-butyl N-[5-(2,2,2-trifluoro-1-hydroxy-ethyl)-3-pyridyl]carbamate